N-(2-(4,4-dimethylcyclohex-1-en-1-yl)ethyl)picolinamide CC1(CC=C(CC1)CCNC(C1=NC=CC=C1)=O)C